N,N'-bis(1,4-dimethyl-amyl)p-phenylenediamine CC(CCC(C)C)NC1=CC=C(C=C1)NC(CCC(C)C)C